[NH+]=1NN=C2N=CC=CC21 1,2,3-triazolo[4,5-b]-pyridinium